FC(OC1=CC=C(C=C1)C1=C2C(=NC(=NC2=CC=C1)N)N)(F)F (4-trifluoromethoxyphenyl)quinazoline-2,4-diamine